1,2-dibenzoyloxypropane methyl-(2S)-2-(4-{2-[(3S)-3-[5-cyclopropyl-3-(2-hydroxyphenyl)pyrrolo[3,2-c]pyridazin-6-yl]pyrrolidin-1-yl]pyrimidin-5-yl}-1,2,3-triazol-1-yl)-3-methylbutanoate COC([C@H](C(C)C)N1N=NC(=C1)C=1C=NC(=NC1)N1C[C@H](CC1)C1=CC=2N=NC(=CC2N1C1CC1)C1=C(C=CC=C1)O)=O.C(C1=CC=CC=C1)(=O)OCC(C)OC(C1=CC=CC=C1)=O